C1(C2CC(CC1)O2)CC[Si](OC)(OC)OC 2-(2,4-epoxycyclohexyl)ethyl-trimethoxysilane